3-amino-2H-[1,2'-bipyridyl]-2-one NC=1C(N(C=CC1)C1=NC=CC=C1)=O